S(=O)(=O)(C1=CC=C(C)C=C1)N1C=CC2=C1N=C(N=C2)N 7-tosyl-7H-pyrrolo[2,3-d]pyrimidin-2-amine